C(C)OC(C(CC(C)(C)F)NC(C(F)(F)F)C1=CC(=C(C=C1)C1=C(C=CC(=C1)C(C)=O)O)F)=O ((1-(5'-acetyl-2-fluoro-2'-hydroxy-[1,1'-biphenyl]-4-yl)-2,2,2-trifluoroethyl)amino)-4-fluoro-4-methylpentanoic acid ethyl ester